2-(tert-butoxycarbonylamino)-2-tetrahydrofuran-2-yl-acetic acid C(C)(C)(C)OC(=O)NC(C(=O)O)C1OCCC1